CC1(OB(OC1(C)C)C1=CC=C(C2=CC=CC=C12)C1=CC=2C3(C4=CC=CC=C4C2C=C1)CCCCC3)C 4,4,5,5-tetramethyl-2-(4-(spiro[cyclohexane-1,9'-fluoren]-2'-yl)naphthalen-1-yl)-1,3,2-dioxaborolane